O[C@@H](CC(=O)O)C R-(-)-3-hydroxybutyric acid